COC1=C(C=C(C=C1)OC)C1=CC(=NC=C1C(=O)OC)C methyl 4-(2,5-dimethoxyphenyl)-6-methylnicotinate